(R)-4-((1-(3-(difluoromethyl)-2-methylphenyl)prop-2-yn-1-yl)amino)-2-methyl-6-(2-azaspiro[3.3]heptan-6-yl)pyrido[4,3-d]pyrimidin-7(6H)-one FC(C=1C(=C(C=CC1)[C@@H](C#C)NC=1C=2C(N=C(N1)C)=CC(N(C2)C2CC1(CNC1)C2)=O)C)F